FC1=CC(=C(C=C1C1=NN=C(N1)C)NC(=O)C=1C=NN2C1C=CC=C2)C N-[4-Fluoro-2-methyl-5-(5-methyl-4H-1,2,4-triazol-3-yl)phenyl]pyrazolo[1,5-a]pyridine-3-carboxamide